1,4-Bis(methylchlorosilyl)-benzene C[SiH](C1=CC=C(C=C1)[SiH](Cl)C)Cl